ClC=1C(=C(C=CC1OCC1CC1)NC=1C2=C(N=CN1)C=C(C(=N2)O[C@@H]2CN(CC2)C(=O)OC(C)(C)C)F)F tert-Butyl (S)-3-((4-((3-chloro-4-(cyclopropylmethoxy)-2-fluorophenyl)amino)-7-fluoropyrido[3,2-d]pyrimidin-6-yl)oxy)pyrrolidine-1-carboxylate